3-bromo-4-(4-(pyridin-3-yl)benzyl)-4H-thieno[3,2-b]pyrrole-5-carboxylic acid BrC1=CSC2=C1N(C(=C2)C(=O)O)CC2=CC=C(C=C2)C=2C=NC=CC2